C(CCCCCCC)P(CCCCCCCC)C(C(P(CCCCCCCC)CCCCCCCC)O)O bis(dioctyl-phosphino)ethylene glycol